O1COC2=C1C=CC(=C2)N(C(=O)C=2C=C(C=CC2)N2N=C(C(=C2OC2CCN(CC2)C(=O)OC(C)(C)C)Cl)C(F)(F)F)C tert-butyl 4-[2-[3-[1,3-benzodioxol-5-yl(methyl)carbamoyl]phenyl]-4-chloro-5-(trifluoromethyl)pyrazol-3-yl]oxypiperidine-1-carboxylate